NC1=C2C(=NC=N1)N(N=C2C2=CC=C(C=C2)CNC(C2=C(C=CC=C2)OC)=O)[C@H]2C=C[C@@H](C2)O N-[[4-[4-amino-1-[(1R,4R)-4-hydroxycyclopent-2-en-1-yl]pyrazolo[3,4-d]pyrimidin-3-yl]phenyl]methyl]-2-methoxy-benzamide